CS(=O)(=O)OCC1(CC1)N1C=C(C=C1)C(=O)OC methyl 1-[1-(methylsulfonyloxymethyl)cyclopropyl]pyrrole-3-carboxylate